(octyloxy)carbon C(CCCCCCC)O[C]